I.C(CCCCC)N n-hexyl-amine hydroiodide